O=C1NC(CCC1C1=CC=C(C=C1)C1CCN(CC1)C1=CC=C(C=O)C=C1)=O 4-[4-[4-(2,6-dioxo-3-piperidyl)phenyl]-1-piperidyl]benzaldehyde